2-(benzo[d][1,3]dioxol-5-yl)-4,5-difluorobenzo[d][1,2]selenazol-3(2H)-one O1COC2=C1C=CC(=C2)N2[Se]C1=C(C2=O)C(=C(C=C1)F)F